6-bromo-5-fluoro-1-iodoimidazo[1,5-a]pyridine BrC=1C=CC=2N(C1F)C=NC2I